3,6-Dimethyl-1,4-Dioxane-2,5-dione CC1C(OC(C(O1)=O)C)=O